C(C)N1C2=C([C@@H]([C@@H](C1=O)NC(NC1=CC(=CC=C1)C(F)(F)F)=O)C1=CC=C(C=C1)F)C(=NN2C2=CC=CC=C2)C 3-[(4S,5S)-7-ethyl-4-(4-fluorophenyl)-3-methyl-6-oxo-1-phenyl-1H,4H,5H,6H,7H-pyrazolo[3,4-b]pyridin-5-yl]-1-[3-(trifluoromethyl)phenyl]urea